C(C)NC1(CCC2(CN(C(N2)=O)C=2C(=NC(=NC2)C#N)OC)CC1)C1=CC=CC=C1 trans-5-(8-ethylamino-2-oxo-8-phenyl-1,3-diazaspiro[4.5]decan-3-yl)-4-methoxy-pyrimidine-2-carbonitrile